COCC#CC1CNC1 3-(3-methoxyprop-1-yn-1-yl)azetidine